C(#N)C1=CC=NC=C1 para-cyanopyridine